lauryl-3-(3,5-di-tert-butyl-4-hydroxyphenyl)propionic acid amide C(CCCCCCCCCCC)C(C(=O)N)CC1=CC(=C(C(=C1)C(C)(C)C)O)C(C)(C)C